(1aR,1bS,4aR,7aS,7bR,8R,9aS)-4a,7b-dihydroxy-3-(hydroxymethyl)-1,1,6,8-tetramethyl-5-oxo-1,1a,1b,4,4a,5,7a,7b,8,9-decahydro-9aH-cyclopropa[3,4]benzo[1,2-e]azulen-9a-yl acetate C(C)(=O)O[C@]12[C@H]([C@H]3[C@@]([C@@H]4C=C(C([C@]4(CC(=C3)CO)O)=O)C)([C@@H](C1)C)O)C2(C)C